tris(2-butoxyethanol) phosphate P(=O)(O)(O)O.C(CCC)OCCO.C(CCC)OCCO.C(CCC)OCCO